N-((5-(2-isopropoxypyridin-4-yl)-2,3-dihydro-1H-inden-4-yl)carbamoyl)-1-(2-methyl-2-(4,4,5,5-tetramethyl-1,3,2-dioxaborolan-2-yl)propyl)-1H-pyrazole-3-sulfonamide C(C)(C)OC1=NC=CC(=C1)C=1C(=C2CCCC2=CC1)NC(=O)NS(=O)(=O)C1=NN(C=C1)CC(C)(B1OC(C(O1)(C)C)(C)C)C